ClCC(=O)N1CC2=CC(=C(C=C2CC1)N[C@@]1(NC=2N(C(CN(C2C(N1)=O)C)CC)C1CCCC1)N)OC (R)-2-{[2-(2-chloroacetyl)-7-methoxy-1,2,3,4-tetrahydroisoquinolin-6-yl]amino}-8-cyclopentyl-7-ethyl-5-methyl-7,8-dihydropterin